2-(2,4-Dichlorophenyl)-5-Methyl-1H-Imidazole-4-Carbohydrazide ClC1=C(C=CC(=C1)Cl)C=1NC(=C(N1)C(=O)NN)C